FC=1C=C(C=CC1NCC1=CC=C(C=C1)F)NC(CCCCCC)=O N-(3-fluoro-4-((4-fluorobenzyl)amino)phenyl)heptanamide